1,2-dipropylimidazole C(CC)N1C(=NC=C1)CCC